NC=1C(NC2=C3C=CC=NC3=C(C=C2C1C1=C2C=NNC2=C(C(=C1)F)Cl)Br)=O 3-amino-6-bromo-4-(7-chloro-6-fluoro-1H-indazol-4-yl)-1H-1,7-phenanthrolin-2-one